methyl 1-(2-(1,4-dimethyl-1H-pyrazol-5-yl)-5-fluoropyrimidin-4-yl)piperidine-4-carboxylate CN1N=CC(=C1C1=NC=C(C(=N1)N1CCC(CC1)C(=O)OC)F)C